F[P-](F)(F)(F)(F)F.N1(N=NC2=C1C=CC=C2)OC(=[N+](C)C)N(C)C O-(benzo-triazol-1-yl)-N,N,N',N'-tetramethyluronium hexafluorophosphate